CC1=COC2=C1C=C(C=C2)S(N(CCC2=CC=CC=C2)CC2=C(C=CC=C2)F)(=O)=O 3-methyl-5-(N-(2-fluorobenzyl)-N-phenethylsulfamoyl)benzofuran